(1S,3R,5S)-3-methyl-2-[(1s,3s)-3-fluorocyclobutanecarbonyl]-1-({2,3',5'-trifluoro-[1,1'-biphenyl]-3-yl}methyl)-9-oxa-2,6-diazaspiro[4.5]decan-7-one C[C@H]1N([C@H]([C@]2(C1)NC(COC2)=O)CC=2C(=C(C=CC2)C2=CC(=CC(=C2)F)F)F)C(=O)C2CC(C2)F